D-3-sulfopropyl methacrylate potassium salt [K+].C(C(=C)C)(=O)OCCCS(=O)(=O)[O-]